FC1=CC(=C(C=C1)N1N=CC=2C1=NC=NC2)N2CCOCC2 1-(4-fluoro-2-morpholino-phenyl)pyrazolo[3,4-d]pyrimidin